(E)-N-(3-fluoro-5-methoxybenzyl)-3-(2-(pyridin-2-yl)vinyl)-1H-indazol-5-amine FC=1C=C(CNC=2C=C3C(=NNC3=CC2)\C=C\C2=NC=CC=C2)C=C(C1)OC